FC1C(C1)C(=O)NC=1N=C2N(C=C(C=C2)C2=C(C(=CC=C2)F)C)C1F 2-fluoro-N-(3-fluoro-6-(3-fluoro-2-methylphenyl)imidazo[1,2-a]pyridin-2-yl)cyclopropane-1-carboxamide